((3S,4S)-3-hydroxy-1-(5-(7-(1-methyl-1H-pyrazol-4-yl)-1,6-naphthyridin-5-yl)pyrazin-2-yl)piperidin-4-yl)carbamic acid tert-butyl ester C(C)(C)(C)OC(N[C@@H]1[C@H](CN(CC1)C1=NC=C(N=C1)C1=C2C=CC=NC2=CC(=N1)C=1C=NN(C1)C)O)=O